CC1(OB(OC1(C)C)C1=CC(=NC=C1NB1OC(C(O1)(C)C)(C)C)C#N)C 4-(4,4,5,5-tetramethyl-1,3,2-dioxaborolan-2-yl)-5-((4,4,5,5-tetramethyl-1,3,2-dioxaborolan-2-yl)amino)picolinonitrile